2,3-dihydro-1,2,5-thiadiazole S1NCC=N1